4'-isopropylidenebicyclohexylamine C(C)(C)=C1CCC(CC1)C1(CCCCC1)N